O=C1NC(=C(C=C1C(=O)N)C1=CC=C(C=C1)CN1CCSCC1)C(F)(F)F 2-oxo-5-(4-(thiomorpholinomethyl)phenyl)-6-(trifluoromethyl)-1,2-dihydropyridine-3-carboxamide